CON(CC#C)C1=NC(=NC(=N1)NCCC)NCC#C O-Methyl-N-(4-n-propylamino-6-prop-2-ynylamino-[1,3,5]triazin-2-yl)-N-prop-2-ynyl-hydroxylamine